C1(CC1)CN[C@H]1CN(CCC1)C1=CC(N(C=C1)C(C)N1N=NC(=C1)C=1C=NC=C(C1)C1CC1)=O 4-((R)-3-((cyclopropylmethyl)amino)piperidin-1-yl)-1-(1-(4-(5-cyclopropylpyridin-3-yl)-1H-1,2,3-triazol-1-yl)ethyl)pyridin-2(1H)-one